β-D-glucosyl-cholesterol [C@@H]1([C@H](O)[C@@H](O)[C@H](O)[C@H](O1)CO)CC(C)CCC[C@@H](C)[C@H]1CC[C@H]2[C@@H]3CC=C4C[C@@H](O)CC[C@]4(C)[C@H]3CC[C@]12C